COC=1C=C2C(=C(C=NC2=CC1)C(=O)N1CCN(CC1)C=1C=NC=CC1)N1CCC2(OCCO2)CC1 (6-Methoxy-4-(1,4-dioxa-8-azaspiro[4.5]decan-8-yl)quinolin-3-yl)(4-(pyridin-3-yl)piperazin-1-yl)methanone